Cl.C1(CC1)S(=O)(=O)N1CCNCC1 1-(cyclopropylsulfonyl)piperazine hydrochloride